tert-Butyl (4S)-4-[3-amino-3-(4-pyridyl)propyl]-2,2-dimethyl-pyrrolidine-1-carboxylate NC(CC[C@H]1CC(N(C1)C(=O)OC(C)(C)C)(C)C)C1=CC=NC=C1